C(C1=CC=CC=C1)N1N=CC2=C(C1=O)N(C1=C2SC(=N1)CC1=NC=CC=C1)C1=CC=CC=C1 6-benzyl-4-phenyl-2-(pyridin-2-ylmethyl)-4H-thiazolo[5',4':4,5]Pyrrolo[2,3-d]Pyridazin-5(6H)-one